5-bromo-2-(3,3-difluoroazetidin-1-yl)pyrimidine BrC=1C=NC(=NC1)N1CC(C1)(F)F